BrC1=CN=C2C(N(C(=NN21)C2=NN(C=C2)C)C(C)C)=O 7-bromo-3-isopropyl-2-(1-methyl-1H-pyrazol-3-yl)imidazo[2,1-f][1,2,4]triazin-4(3H)-one